[C-]1(C=CC=C1)[SiH](C)C.[CH-]1C=CC=C1.[Fe+2] ferrocenyldimethyl-silane